CC(C)C1=CN=C(S1)C=1C=C(C(=O)N[C@H](C)C=2C=NC(=NC2)C(F)(F)F)C=C(C1)OC[C@H]1OCCC1 3-[5-(propan-2-yl)-1,3-thiazol-2-yl]-5-[(2S)-tetrahydrofuran-2-ylmethoxy]-N-{(1R)-1-[2-(trifluoromethyl)pyrimidin-5-yl]ethyl}benzamide